The molecule is a teicoplanin A2 that has decanoyl as the variable N-acyl group. It has a role as a bacterial metabolite. CCCCCCCCCC(=O)N[C@@H]1[C@H]([C@@H]([C@H](O[C@H]1OC2=C3C=C4C=C2OC5=C(C=C(C=C5)[C@H]([C@H]6C(=O)N[C@@H](C7=C(C(=CC(=C7)O)O[C@@H]8[C@H]([C@H]([C@@H]([C@H](O8)CO)O)O)O)C9=C(C=CC(=C9)[C@H](C(=O)N6)NC(=O)[C@@H]4NC(=O)[C@@H]1C2=CC(=CC(=C2)OC2=C(C=CC(=C2)[C@H](C(=O)N[C@H](CC2=CC(=C(O3)C=C2)Cl)C(=O)N1)N)O)O)O)C(=O)O)O[C@H]1[C@@H]([C@H]([C@@H]([C@H](O1)CO)O)O)NC(=O)C)Cl)CO)O)O